titanium diisopropoxide bis(tetramethylheptanedioate) titanium [Ti+4].CC(C(C(=O)[O-])(C)C)(CCCC(=O)[O-])C.CC(C(C(=O)[O-])(C)C)(CCCC(=O)[O-])C.CC([O-])C.CC([O-])C.[Ti+4]